O1N=CC=C1C1=CC=CC=2[C@@H](OCCCC21)CN(C(OC(C)(C)C)=O)C (R)-tert-butyl (6-(isoxazol-5-yl)-1,3,4,5-tetrahydrobenzo[c]oxepin-1-yl)methyl(methyl)carbamate